tert-butyl 3-methyl-4-(3-((S)-2-((6-oxo-5-(trifluoromethyl)-1,6-dihydropyridazin-4-yl)amino)propoxy)propanoyl)piperazine-1-carboxylate CC1CN(CCN1C(CCOC[C@H](C)NC=1C=NNC(C1C(F)(F)F)=O)=O)C(=O)OC(C)(C)C